NCCOCCOCCOCCOCCOCCNC1=CC(=C(C(=O)NC=2SC(=CN2)C(=O)OC)C=C1)C methyl 2-(4-((17-amino-3,6,9,12,15-pentaoxaheptadecyl) amino)-2-methylbenzamido)thiazole-5-carboxylate